(5-(2-(2-oxa-5-azaspiro[3.4]oct-5-yl)acetamido)-2-methyl-pyridin-3-yl)-2-(1-methyl-1H-pyrazol-4-yl)pyrazolo[5,1-b]thiazole-7-carboxamide C1OCC12N(CCC2)CC(=O)NC=2C=C(C(=NC2)C)C=2N1C(SC2C=2C=NN(C2)C)=C(C=N1)C(=O)N